methyl 2-(3-(2-((S)-3-(5-cyclopropyl-3-(2-hydroxyphenyl)-5H-pyrrolo[3,2-c]pyridazin-6-yl)pyrrolidin-1-yl)pyrimidin-5-yl)isoxazol-5-yl)-3-methylbutanoate C1(CC1)N1C(=CC=2N=NC(=CC21)C2=C(C=CC=C2)O)[C@@H]2CN(CC2)C2=NC=C(C=N2)C2=NOC(=C2)C(C(=O)OC)C(C)C